FC=1C(=NC(=NC1)NC1=CC(=C(C=C1)F)C1(CC1)S(=O)(=O)C)C=1C=C2C(CN=CC2=CC1)(C)C 6-(5-Fluoro-2-((4-fluoro-3-(1-(methylsulfonyl)cyclopropyl)phenyl)amino)pyrimidin-4-yl)-4,4-Dimethyl-3,4-dihydroisoquinolin